5-fluoro-2-(2,3,6-trimethylphenoxy)benzonitrile FC=1C=CC(=C(C#N)C1)OC1=C(C(=CC=C1C)C)C